CN(C1=C(C=CC=C1)NC(=S)N)C 2-dimethylaminophenyl-thiourea